FC1=CC2=C(N=C(S2)C)C=C1CN1C[C@@H](C[C@@H]1C)OC=1C=C2C(=NC1)CN(C2)C(C)=O 1-[3-[(3r,5s)-1-[(6-fluoro-2-methyl-1,3-benzothiazol-5-yl)methyl]-5-methyl-pyrrolidin-3-yl]oxy-5,7-dihydropyrrolo[3,4-B]pyridin-6-yl]ethanone